sodium ethylenediamine tetraglyoxylate C(C=O)(=O)ON(CCN(OC(C=O)=O)OC(C=O)=O)OC(C=O)=O.[Na]